CC1(OB(OC1(C)C)C1=CC=C(C=C1)C=1CCN(CC1)C(=O)OC(C)(C)C)C tert-butyl 4-[4-(4,4,5,5-tetramethyl-1,3,2-dioxaborolan-2-yl)phenyl]-3,6-dihydro-2H-pyridine-1-carboxylate